CC=1C(C(=C(C(C1C)=O)C)CC[C@](CCCCCCCCC(F)(F)F)(C)O)=O (R)-2,3,5-trimethyl-6-(12,12,12-trifluoro-3-hydroxy-3-methyldodecyl)cyclohexan-2,5-diene-1,4-dione